cyclohexadec-9-en-1-one C1(CCCCCCCC=CCCCCCC1)=O